C(C)(=O)C=1SC(=C(N1)C(=O)N(C1CCC1)C1=CC(=NC(=C1)F)F)C 2-(acetyl)-(2,6-difluoro-4-pyridyl)-N-cyclobutyl-5-methyl-thiazole-4-carboxamide